4-[(6-hydroxy-3,4-dihydro-2,7-naphthyridin-2(1H)-yl)carbonyl]-1-(propan-2-yl)pyrrolidin-2-one OC=1C=C2CCN(CC2=CN1)C(=O)C1CC(N(C1)C(C)C)=O